C(C)OC(=O)C1=C(N=C(S1)S(NC1=NC(=CC=C1)F)(=O)=O)C 2-(N-(6-fluoropyridin-2-yl)sulfamoyl)-4-methylthiazole-5-carboxylic acid ethyl ester